ClC1=NC=CC(=C1Cl)SC1=NC2=C(NCCNC2=O)N=C1C ((2,3-dichloropyridin-4-yl)thio)-3-methyl-5,6,7,8-tetrahydro-9H-pyrazino[2,3-e][1,4]diazepin-9-one